C(C)(C)(C)OC(=O)N1CCCC2=CC=C(N=C12)CCCCC(=O)NC[C@@H](C(=O)OC(C)(C)C)NC(=O)C1CNC1 (S)-7-(5-((2-(azetidine-3-carboxamido)-3-(tert-butoxy)-3-oxopropyl)amino)-5-oxopentyl)-3,4-dihydro-1,8-naphthyridine-1(2H)-carboxylic acid tert-butyl ester